8-(bromomethyl)-3-chloro-1,5-naphthyridine BrCC=1C=CN=C2C=C(C=NC12)Cl